4-(3-{p-[4-(2,3-dihydro-1,4-dioxa-5-aza-7-naphthylamino)-2-pyrimidinylamino]phenoxy}propyl)-1λ6,4-thiazinane-1,1-dione O1CCOC2=NC=C(C=C12)NC1=NC(=NC=C1)NC1=CC=C(OCCCN2CCS(CC2)(=O)=O)C=C1